6-amino-2-[4-[(5-benzyl-6-chloropyridazin-3-yl)oxy]-3,5-dichlorophenyl]-4H-1,2,4-triazine-3,5-dione NC=1C(NC(N(N1)C1=CC(=C(C(=C1)Cl)OC=1N=NC(=C(C1)CC1=CC=CC=C1)Cl)Cl)=O)=O